[Na].F[B-](F)(F)F.[H+] tetra-fluoro-boric acid sodium salt